COC1=CC=C(C=C1)C1=NC=CC(=N1)C(=O)N 2-(p-methoxyphenyl)pyrimidine-4-formamide